Racemic-1-(2,6-dimethylpyridin-4-yl)-3-(isoquinolin-4-yl)-2-oxoimidazoline-4-carbonitrile CC1=NC(=CC(=C1)N1C(N([C@H](C1)C#N)C1=CN=CC2=CC=CC=C12)=O)C |r|